N-[1-((R)-2-Hydroxycarbamoyl-1-naphthalen-2-ylmethyl-ethyl)-1H-[1,2,3]triazol-4-ylmethyl]-benzamide ONC(=O)C[C@@H](CC1=CC2=CC=CC=C2C=C1)N1N=NC(=C1)CNC(C1=CC=CC=C1)=O